C1=CCCC=CCC1.[Cu] copper 1,5-cyclooctadiene